(R)-2-(2-((4-amino-3-(4-(3-fluorophenoxy)phenyl)-1H-pyrazolo[3,4-d]pyrimidin-1-yl)methyl)pyrrolidine-1-carbonyl)-3-cyclopropylacrylonitrile NC1=C2C(=NC=N1)N(N=C2C2=CC=C(C=C2)OC2=CC(=CC=C2)F)C[C@@H]2N(CCC2)C(=O)C(C#N)=CC2CC2